methyl 4-[6-(2-[4-[3-(2,6-difluoro-3-[[(3R)-3-fluoropyrrolidin-1-ylsulfonyl]amino]benzoyl)-1H-pyrrolo[2,3-b]pyridin-5-yl]phenyl]ethyl)-2,6-diazaspiro[3.3]heptan-2-yl]-2-fluorobenzoate FC1=C(C(=O)C2=CNC3=NC=C(C=C32)C3=CC=C(C=C3)CCN3CC2(CN(C2)C2=CC(=C(C(=O)OC)C=C2)F)C3)C(=CC=C1NS(=O)(=O)N1C[C@@H](CC1)F)F